N-[4-methyl-3-(4,4,5,5-tetramethyl-1,3,2-dioxaborolan-2-yl)phenyl]-3-(2,2,2-trifluoroethyl)pyrrolidine-1-carboxamide CC1=C(C=C(C=C1)NC(=O)N1CC(CC1)CC(F)(F)F)B1OC(C(O1)(C)C)(C)C